N-benzyl-7-fluoro-9H-pyrido[3,4-b]Indole-1-carboxamide C(C1=CC=CC=C1)NC(=O)C1=NC=CC2=C1NC1=CC(=CC=C21)F